CNCC1=CC=CC=2NC(=NC21)C=2C=CC(=C1CN(C(C21)=O)C(=O)OC(C)(C)C)C=2C=NN1C2C=CC=C1 tert-butyl 7-(4-((methylamino)methyl)-1H-benzo[d]imidazol-2-yl)-1-oxo-4-(pyrazolo[1,5-a]pyridin-3-yl)isoindole-2-carboxylate